4-amino-7-chloro-N-methyl-N-((5S)-2-(trifluoromethyl)-6,7-dihydro-5H-cyclopenta[b]pyridin-5-yl)-1,3-dihydrofuro[3,4-c]quinoline-8-carboxamide NC1=NC=2C=C(C(=CC2C2=C1COC2)C(=O)N([C@H]2CCC1=NC(=CC=C12)C(F)(F)F)C)Cl